CN(C1=CC=C(C=C)C=C1)C N,N-dimethyl-4-styreneamine